Oxo-leucine O=N[C@@H](CC(C)C)C(=O)O